C(C)(=O)N[C@@H](CC(=O)O)C(=O)N[C@H](C(=O)NCC1=C(C=CC(=C1)OCC1CNCCC1)C)CCC1=CC=CC=C1 (3S)-3-acetamido-4-(((2S)-1-((2-methyl-5-(piperidin-3-ylmethoxy)benzyl)amino)-1-oxo-4-phenylbutan-2-yl)amino)-4-oxobutanoic acid